tert-butyl 1-((2,4-dinitrophenyl)amino)-l-1-oxo-3,6,9,15-tetraoxa-12-azaoctadecan-18-oate [N+](=O)([O-])C1=C(C=CC(=C1)[N+](=O)[O-])NC(COCCOCCOCCNCCOCCC(=O)OC(C)(C)C)=O